N-hydroxy-4-(3-(3-hydroxy-4-methoxyphenyl)acryloyl)benzamide ONC(C1=CC=C(C=C1)C(C=CC1=CC(=C(C=C1)OC)O)=O)=O